C1C(CC2=CC=CC=C12)NC=1N=CC2=C(N1)[C@@H](CC2)C2=NN=C(O2)CC(=O)N2CC1=C(CC2)N=NN1 (R)-2-(5-(2-((2,3-dihydro-1H-inden-2-yl)amino)-6,7-dihydro-5H-cyclopenta[d]pyrimidin-7-yl)-1,3,4-oxadiazol-2-yl)-1-(3,4,6,7-tetrahydro-5H-[1,2,3]triazolo[4,5-c]pyridin-5-yl)ethan-1-one